α-methylstyryltrimethoxysilane CC(=CC1=CC=CC=C1)[Si](OC)(OC)OC